1-Morpholino-cyclohexen O1CCN(CC1)C1=CCCCC1